N[C@H](C(=O)NC(C)C)CCCCC1=C(C(=C(C(=C1C)OC)C)C)OC (S)-2-amino-6-(2,5-dimethoxy-3,4,6-trimethylphenyl)-N-isopropylhexanamide